4-[amino(4,5-dichloro-2-hydroxyphenyl)methyl]piperidine-1-carboxamide NC(C1CCN(CC1)C(=O)N)C1=C(C=C(C(=C1)Cl)Cl)O